1-(3-Ethoxypropyl)-6-(2-(4-fluoro-3-methylphenyl)pyridin-3-yl)-1H-benzo[d]imidazole C(C)OCCCN1C=NC2=C1C=C(C=C2)C=2C(=NC=CC2)C2=CC(=C(C=C2)F)C